C(\C=C\C)(=O)N1C[C@](CC1)(C1=C(C(=CC=C1F)Cl)Cl)NC=1C=C2C(N(C=NC2=C(C1)F)CC(=O)N)=O (S,E)-2-(6-((1-(But-2-enoyl)-3-(2,3-dichloro-6-fluorophenyl)pyrrolidin-3-yl)amino)-8-fluoro-4-oxoquinazolin-3(4H)-yl)acetamide